ClC1=C(C(=O)OCC)C(=CC(=N1)C)Cl ethyl 2,4-dichloro-6-methylnicotinate